(2R,3R)-3-{2-oxabicyclo[2.2.2]octan-4-ylmethoxy}-1-(oxan-4-yloxy)butan-2-amine C12OCC(CC1)(CC2)CO[C@@H]([C@@H](COC2CCOCC2)N)C